C1CCC2=CC(=CC=C12)NS(=O)(=O)C N-(2,3-dihydro-1H-inden-5-yl)methanesulfonamide